7-hydroxy-butylphthalide OC=1C=CC=C2C(OC(=O)C12)CCCC